O6-[2-(hydroxymethyl)-3-(6-nonoxy-6-oxo-hexanoyl)oxy-2-[(6-nonoxy-6-oxohexanoyl)oxymethyl]propyl] O1-nonyl hexanedioate C(CCCCC(=O)OCC(COC(CCCCC(=O)OCCCCCCCCC)=O)(COC(CCCCC(=O)OCCCCCCCCC)=O)CO)(=O)OCCCCCCCCC